BrC=1C=C2N(N=CC(=C2NCC2CCN(CC2)CC2CC2)C(N)=NC2=C(C=CC(=C2)F)Cl)C1 6-bromo-N'-(2-chloro-5-fluorophenyl)-4-[[[1-(cyclopropylmethyl)piperidin-4-yl]methyl]amino]pyrrolo[1,2-b]pyridazine-3-carboximidamide